CC1(OCC(CO1)C=1C=C(C(=O)O)C=C(C1O)F)C 3-(2,2-dimethyl-1,3-dioxan-5-yl)-5-fluoro-4-hydroxybenzoic acid